C(C1CO1)OCCC[Si](OC)(OC)C γ-glycidoxypropyl-Methyldimethoxysilane